CS(=O)(=O)C1(CC1)C=1OC(=CN1)C(=O)N 2-(1-methanesulfonylcyclopropyl)oxazole-5-carboxamide